(R)-(4-(Difluoromethyl)-1H-benzo[d]imidazol-2-yl)(5-methyl-7,8-dihydro-1,6-naphthyridin-6(5H)-yl)methanone FC(C1=CC=CC=2NC(=NC21)C(=O)N2[C@@H](C=1C=CC=NC1CC2)C)F